ClC=1C=CC(=NC1)S[C@@H]1CNCC1 (S)-5-chloro-2-(pyrrolidin-3-ylthio)pyridine